(Z)-N-(2-(4-(4-chloro-1,2-diphenyl-but-1-en-1-yl)phenoxy)ethyl)-3-((2-(2,6-dioxopiperidin-3-yl)-1,3-dioxoisoindolin-4-yl)amino)-N-methylpropanamide ClCC/C(=C(\C1=CC=CC=C1)/C1=CC=C(OCCN(C(CCNC2=C3C(N(C(C3=CC=C2)=O)C2C(NC(CC2)=O)=O)=O)=O)C)C=C1)/C1=CC=CC=C1